C(C=C)(=O)N1[C@H](CN(CC1)C1=NC=NC2=CC(=C3C(=C12)OCCC3)C3=CC=C(C1=CC=CC=C31)O)CC#N (S)-2-(1-acryloyl-4-(5-(4-hydroxynaphthalen-1-yl)-3,4-dihydro-2H-pyrano[2,3-f]quinazolin-10-yl)piperazin-2-yl)acetonitrile